C(CCCCCCCCC(=O)OCCCCCC)(=O)OCCCCCC bis-hexyl sebacate